3-ethyl-N-methyl-N-(2-oxo-3,4-dihydro-1H-quinolin-6-yl)pyridine-4-carboxamide C(C)C=1C=NC=CC1C(=O)N(C=1C=C2CCC(NC2=CC1)=O)C